COC1=CC=C(C=C1)C(C)(C)C=1N=C(SC1)NC(NCC=1C=NC(=NC1)N1CCC(CC1)C(=O)N)=O 1-(5-((3-(4-(2-(4-methoxy-phenyl)propan-2-yl)thiazol-2-yl)ureido)methyl)-pyrimidin-2-yl)piperidine-4-carboxamide